(S)-8-chloro-6-(((2-methyl-1-oxo-1,2-dihydroisoquinolin-5-yl)(1-methyl-1H-1,2,3-triazol-4-yl)methyl)amino)-4-(neopentylamino)quinoline-3-carbonitrile ClC=1C=C(C=C2C(=C(C=NC12)C#N)NCC(C)(C)C)N[C@H](C=1N=NN(C1)C)C1=C2C=CN(C(C2=CC=C1)=O)C